CC=1N=NN(C1)C1=CC=C(C=N1)S(=O)(=O)NC=1C=CC=C2C=NN(C12)C 6-(4-METHYL-1H-1,2,3-TRIAZOL-1-YL)-N-(1-METHYL-1H-INDAZOL-7-YL)PYRIDINE-3-SULFONAMIDE